N1CCCCC1 azinane